6-(tert-Butyl)-5-morpholinothieno[2,3-d]pyrimidin-4-ol C(C)(C)(C)C1=C(C2=C(N=CN=C2O)S1)N1CCOCC1